N-(2-(4-benzylpiperidin-1-yl)propyl)aniline C(C1=CC=CC=C1)C1CCN(CC1)C(CNC1=CC=CC=C1)C